C[C@@]12C=CC(NC2CCC2C1CC[C@@]1([C@H](CCC12)COC(COCC1=CC=C(C=C1)F)=O)C)=O.C12(C(=O)CC(CC1)C2(C)C)CS(=O)(=O)[O-].[NH4+] ammonium camphorsulfonate ((4aR,6aS,7S)-4a,6a-dimethyl-2-oxo-2,4a,4b,5,6,6a,7,8,9,9a,9b,10,11,11a-tetradecahydro-1H-indeno[5,4-f]quinolin-7-yl)methyl-2-((4-fluorobenzyl)oxy)acetate